diphenylphosphinyl-fluorine C1(=CC=CC=C1)P(=O)(C1=CC=CC=C1)F